C(CC1=CC=CC=C1)NC(CC)=O N-phenethylpropanamide